2',4',5-trihydroxy-7-methoxyisoflavone OC1=C(C2=COC3=CC(=CC(=C3C2=O)O)OC)C=CC(=C1)O